BrC1=CC(=C(C(=C1)Br)NC(=O)C=1N(N=C(C1)C(F)(F)F)C1=NC=CC=C1Cl)C(N=S(CC)CC)=O N-[4,6-dibromo-2-[(diethyl-lambda4-sulfanylidene)carbamoyl]-phenyl]-2-(3-chloro-2-pyridyl)-5-(trifluoromethyl)pyrazole-3-carboxamide